FC(C1=NN(C=C1)C1CCC(CC1)CN1CCC(CC1)N1N=CC(=C1)C1=C2C(=NN(C2=CC=C1)C1C(NC(CC1)=O)=O)C)F 3-(difluoromethyl)-1-((1r,4S)-4-((4-(4-(1-(2,6-dioxopiperidine-3-yl)-3-methyl-1H-indazol-4-yl)-1H-pyrazol-1-yl)piperidin-1-yl)methyl)cyclohexyl)-1H-pyrazol